C1[C@@]23C(CC[C@H]2[C@@H]2CCC4CCCC[C@]4(C)[C@H]2CC3)S1 epithioandrostane